CS(=O)(=O)N1CC(CCC1)NC1=NN=CC=2CCCCC12 4-((1-(methylsulfonyl)piperidin-3-yl)amino)-5,6,7,8-tetrahydrophthalazine